C(=C)(C)C(C(=O)N)=C isopropenyl-acrylamide